(4-((2-(4-methylpiperazin-1-yl)ethyl)amino)-6-phenyl-1,3,5-triazin-2-yl)-L-histidine methyl ester COC([C@@H](NC1=NC(=NC(=N1)NCCN1CCN(CC1)C)C1=CC=CC=C1)CC1=CNC=N1)=O